C(C)(C)(C)OC(=O)N1[C@@H](C[C@@H](CC1)N1C=NC2=CC(=CC=C2C1=O)Br)C.ClC1=C(C(=O)NC(NC=2C=NC=NC2)=O)C=CC(=C1)Cl 2,4-Dichloro-N-(pyrimidin-5-ylcarbamoyl)benzamide tert-butyl-(2R,4R)-4-(7-bromo-4-oxoquinazolin-3(4H)-yl)-2-methylpiperidine-1-carboxylate